tert-Butyl 3'-oxo-1',3',4',7'-tetrahydrospiro[piperidine-3,2'-pyrrolo[3',2':5,6]pyrido[3,4-b]pyrazine]-1-carboxylate O=C1C2(NC3=C(N1)C=NC1=C3C=CN1)CN(CCC2)C(=O)OC(C)(C)C